cis-methyl 3-(5-isopropyloxazol-2-yl)cyclopentane-1-carboxylate C(C)(C)C1=CN=C(O1)[C@H]1C[C@H](CC1)C(=O)OC